FC1=C(C=C(C(=C1)F)F)C1=C(C=CC=C1)NC(=O)C=1C(=NN(C1)C)C(F)(F)F N-(2',4',5'-trifluorobiphenyl-2-yl)-1-methyl-3-trifluoromethylpyrazole-4-ylcarboxamide